dibromo-ethanol BrC(C)(O)Br